2-(Methylthio)thiazolo[4,5-d]pyrimidine-5,7(4H,6H)-dione CSC=1SC2=C(NC(NC2=O)=O)N1